N,N-bis(2-hydroxyethyl)glycinamide trifluoroacetate salt FC(C(=O)O)(F)F.OCCN(C(CN)=O)CCO